C(N)(=O)C=1C=C(C=CC1F)NC(=O)[C@@H]1O[C@]([C@H]([C@H]1C1=C(C=C(C=C1)F)OC(F)F)C)(C(F)(F)F)C (2R,3S,4S,5R)-N-(3-Carbamoyl-4-fluoro-phenyl)-3-[2-(difluoromethoxy)-4-fluoro-phenyl]-4,5-dimethyl-5-(trifluoromethyl)tetrahydrofuran-2-carboxamid